CO[C@H]1CN(CC1)C1=CN=CC(=N1)C1=NC2=CC(=NC=C2C=C1)CN (R)-(2-(6-(3-methoxypyrrolidin-1-yl)pyrazin-2-yl)-1,6-naphthyridin-7-yl)methanamine